ClC1=C(C=NC2=C(C(=CC=C12)F)C1=CC(=CC(=C1)Cl)Cl)C(=O)NC1CCOC2=CC=CC=C12 4-chloro-N-(chroman-4-yl)-8-(3,5-dichlorophenyl)7-fluoroquinoline-3-carboxamide